(4aR,6R,8aS)-2-tert-Butoxycarbonylthiodecahydroisoquinoline C(C)(C)(C)OC(=O)SN1C[C@H]2CCCC[C@@H]2CC1